[Si]=O.[Ce] cerium-silicon-oxide